Cyclooct-2-yn-1-yl(2-(2-iodoacetamido)ethyl)carbamate C1(C#CCCCCC1)OC(NCCNC(CI)=O)=O